1-{[(2S)-4-methyl-5-oxopyrrolidin-2-yl]methoxy}-7-(propan-2-yloxy)isoquinoline-6-carboxamide CC1C[C@H](NC1=O)COC1=NC=CC2=CC(=C(C=C12)OC(C)C)C(=O)N